N-(4-((2-(1,1-difluoroethyl)-6-(prop-1-en-2-yl)pyrimidin-4-yl)amino)-5-ethoxypyridin-2-yl)acetamide FC(C)(F)C1=NC(=CC(=N1)NC1=CC(=NC=C1OCC)NC(C)=O)C(=C)C